dodecyl-methyl-(4-vinylbenzyl)ammonium chloride [Cl-].C(CCCCCCCCCCC)[NH+](CC1=CC=C(C=C1)C=C)C